3-((6-Nitro-quinolin-4-yl)amino)-N-(3-(pyridin-4-ylamino)phenyl)benzamide [N+](=O)([O-])C=1C=C2C(=CC=NC2=CC1)NC=1C=C(C(=O)NC2=CC(=CC=C2)NC2=CC=NC=C2)C=CC1